N-(2-(2-amino-6-(propylamino)-9H-purin-9-yl)ethyl)-1-ethyl-3-methyl-1H-pyrazole-5-carboxamide NC1=NC(=C2N=CN(C2=N1)CCNC(=O)C1=CC(=NN1CC)C)NCCC